3-(difluoromethyl)-1-(6-(2-methyl-2H-pyrazolo[3,4-b]pyridin-5-yl)thieno[2,3-b]pyridin-2-yl)cyclobutanol FC(C1CC(C1)(O)C1=CC=2C(=NC(=CC2)C2=CC=3C(N=C2)=NN(C3)C)S1)F